7-(1-ethyl-3-isopropyl-1H-pyrazol-4-yl)-8,9,10,11-tetrahydro-3H-pyrazolo[4,3-a]phenanthridine C(C)N1N=C(C(=C1)C1=NC2=CC=C3C(=C2C=2CCCCC12)C=NN3)C(C)C